C(C(C)C)NC1=CC=C2CCCN(C2=C1)CC1=CN=CN1C(=O)OC(C)(C)C tert-butyl 5-[[7-(isobutylamino)-3,4-dihydro-2H-quinolin-1-yl]methyl]imidazole-1-carboxylate